2-(2-isopropylphenyl)-N-(4-(1-methyl-4-(trifluoromethyl)-1H-imidazol-2-yl)benzyl)-9-(tetrahydro-2H-pyran-2-yl)-9H-purin-6-amine C(C)(C)C1=C(C=CC=C1)C1=NC(=C2N=CN(C2=N1)C1OCCCC1)NCC1=CC=C(C=C1)C=1N(C=C(N1)C(F)(F)F)C